C(C)(C)C1=C(NC2=CC=C(C=C12)C1CCN(CC1)CC(=O)N(C)C)C=1C(=CC=2N(C1)C=CN2)C(F)(F)F 2-(4-(3-isopropyl-2-(7-(trifluoromethyl)imidazo[1,2-a]pyridin-6-yl)-1H-indol-5-yl)piperidin-1-yl)-N,N-dimethylacetamide